bisphenol-A-Bis(glycidyl methacrylate) C(C1CO1)C=C(C(=O)O)C.C(C1CO1)C=C(C(=O)O)C.OC1=CC=C(C=C1)C(C)(C)C1=CC=C(C=C1)O